Cl.N[C@@H](CN1C(C=2NC=3C=CC(=CC3C2C2=C(C1)C=CC=C2)F)=O)CC(CN)F 6-((2R)-2,5-diamino-4-fluoropentyl)-11-fluoro-5,8-dihydrobenzo[5,6]azepino[3,4-b]indol-7(6H)-one hydrochloride salt